1,2,4-oxadiazole-3-carboxamide 4-chlorobenzoate ClC1=CC=C(C(=O)O)C=C1.O1N=C(N=C1)C(=O)N